C[C@H](CCCC(C)CO)[C@H]1CC[C@@H]2[C@@]1([C@H](C[C@H]3[C@H]2[C@@H](C[C@H]4[C@@]3(CCC(=O)C4)C)O)O)C The molecule is a 7alpha-hydroxy steroid, a 12alpha-hydroxy steroid, a 26-hydroxy steroid and a 3-oxo-5beta-steroid. It has a role as a bile acid metabolite. It derives from a hydride of a 5beta-cholestane.